tert-butyl 6-methylene-2-azaspiro[3.3]heptane-2-carboxylate C=C1CC2(CN(C2)C(=O)OC(C)(C)C)C1